BrC1=CC=C(C(=C1)C1=CC=C(C=C1)C(F)F)C(=O)O 5-bromo-4'-(difluoromethyl)-[1,1'-biphenyl]-2-carboxylic acid